CN(C)CC1=CC(N(C=C1)[C@H](C(=O)N[C@@H](CC(=O)O)C=1C=NC=C(C1)C1=C(C=CC=C1C)C)CC(C)C)=O (S)-3-((S)-2-(4-((dimethylamino)methyl)-2-oxopyridin-1(2H)-yl)-4-methylpentanamido)-3-(5-(2,6-dimethylphenyl)pyridin-3-yl)propanoic acid